tert-butyl 2-benzyl-4-methyl-5-oxo-1,4-diazepane-1-carboxylate C(C1=CC=CC=C1)C1N(CCC(N(C1)C)=O)C(=O)OC(C)(C)C